(R)-1-(2,5-difluoropyridin-3-yl)ethyl (4-(5-((1r,3R)-3-cyano-1-methylcyclobutane-1-carboxamido)pyridin-2-yl)-1-methyl-1H-1,2,3-triazol-5-yl)carbamate C(#N)C1CC(C1)(C(=O)NC=1C=CC(=NC1)C=1N=NN(C1NC(O[C@H](C)C=1C(=NC=C(C1)F)F)=O)C)C